methyl 2-((5-cyclopropyl-3-(2,4-dichlorophenyl)isoxazol-4-yl)methoxy)-10H-spiro[benzo[6,7]oxepino[3,2-b]pyridine-11,1'-cyclopropane]-7-carboxylate C1(CC1)C1=C(C(=NO1)C1=C(C=C(C=C1)Cl)Cl)COC1=CC=C2C(=N1)C1(CC1)CC1=C(O2)C=C(C=C1)C(=O)OC